C(/C1=CC=CC=C1)=C\1/C(OC2=C(C1=O)C=CC=C2)C2=CC=CC=C2 (E)-3-benzylidene-2-phenyl-2,3-dihydro-4H-1-benzopyran-4-one